5-Cyclopropyl-6-(3-methylimidazo[4,5-c]pyridin-7-yl)-3-[[5-methyl-1-(oxetan-3-yl)pyrazol-4-yl]amino]pyrazin-2-carboxamid C1(CC1)C=1N=C(C(=NC1C=1C2=C(C=NC1)N(C=N2)C)C(=O)N)NC=2C=NN(C2C)C2COC2